FC1(CC1)CN 1-(1-fluorocyclopropyl)methylamine